1-(4-chlorobenzyl)-3-(6-formylspiro[3.3]hept-2-yl)urea ClC1=CC=C(CNC(=O)NC2CC3(C2)CC(C3)C=O)C=C1